2-(4-Bromo-2-ethoxyphenyl)acetic Acid BrC1=CC(=C(C=C1)CC(=O)O)OCC